3-Bromo-pyridin-2-amine BrC=1C(=NC=CC1)N